ClC=1C(=NC(=NC1)NC1=C(C=C2CCN(CC2=C1)C)OC)N1C=C(C2=CC=CC=C12)CC(=O)NC 2-(1-(5-Chloro-2-((6-methoxy-2-methyl-1,2,3,4-tetrahydroisoquinolin-7-yl)amino)pyrimidin-4-yl)-1H-indol-3-yl)-N-methylacetamide